ClC=1C=C(C=C(C1OC[C@@H](CCl)O)Cl)C(C)(C)C1=CC=C(OC[C@@H](CO)O)C=C1 (R)-3-(4-(2-(3,5-dichloro-4-((S)-3-chloro-2-hydroxypropoxy)phenyl)propan-2-yl)phenoxy)propane-1,2-diol